FC1=C(C=CC=C1)CN1N=C(N=C1)C(=O)N[C@H]1C(N(C=2N(CC1)N=C(C2)CCOC)C)=O 1-[(2-fluorophenyl)methyl]-N-[(6R)-2-(2-methoxyethyl)-4-methyl-5-oxo-7,8-dihydro-6H-pyrazolo[1,5-a][1,3]diazepin-6-yl]-1,2,4-triazole-3-carboxamide